N-((5-fluoro-2,3-dihydrobenzofuran-4-yl)methyl)-8-(2-methyl-4-((methylamino)methyl)phenyl)pyrido[4,3-d]pyrimidin-5-amine FC=1C=CC2=C(CCO2)C1CNC1=NC=C(C=2N=CN=CC21)C2=C(C=C(C=C2)CNC)C